C(C)OC(C=C(CO)[Sn](CCCC)(CCCC)CCCC)=O 4-hydroxy-3-(tributylstannyl)-2-butenoic acid ethyl ester